N[C@@H]1C[C@H](N(C1)C(=O)C=1N=C2N(C=C(C=C2)Cl)C1)C=1SC=C(N1)C(=O)NCCC=1C=C2C=CN=C(C2=CC1)N 2-((2S,4R)-4-Amino-1-(6-chloroimidazo[1,2-a]pyridin-2-carbonyl)pyrrolidin-2-yl)-N-(2-(1-aminoisochinolin-6-yl)ethyl)thiazol-4-carboxamid